2-[2-(2-{5'-fluoro-1'-methyl-1H,1'H-[4,6'-biindazol]-1-yl}acetamido)acetamido]acetic acid FC=1C=C2C=NN(C2=CC1C=1C=2C=NN(C2C=CC1)CC(=O)NCC(=O)NCC(=O)O)C